C(#N)C1=CC(=CC=2N=C(OC21)C=2C(=C(C=CC2)C2=C(C(=CC=C2)NC=2N=CC=C1C=C(C=NC21)CN2C[C@@H](CC2)O)C)C)CN2CC1(C2)CCC1 2-((7-Cyano-2-(3'-(3-(((R)-3-hydroxypyrrolidin-1-yl)methyl)-1,7-naphthyridin-8-ylamino)-2,2'-dimethylbiphenyl-3-yl)benzo[d]oxazol-5-yl)methyl)-2-azaspiro[3.3]heptan